FC(C1=CC=C(C=C1)C=1N=C(N2C1C=CC=C2)/C=C/C(=O)OCC)(F)F ethyl (E)-3-(1-(4-(trifluoromethyl)phenyl)imidazo[1,5-a]pyridin-3-yl)acrylate